C(C)NC(=O)[C@H]1O[C@H]([C@@H]([C@@H]1O)O)N1C2=NC(=NC(=C2N=C1)NC)C=1C(=NN(C1)C)C(F)(F)F (2s,3s,4r,5r)-N-ethyl-3,4-dihydroxy-5-(2-(1-methyl-3-(trifluoromethyl)-1H-pyrazol-4-yl)-6-(methylamino)-9H-purin-9-yl)tetrahydrofuran-2-carboxamide